NCC(=O)N[C@@H](CS)C(=O)O N-glycyl-L-cysteine